C(#N)C1=CC(=CC2=C1SC(=C2)C(=O)N)C(C)(C)F 7-cyano-5-(2-fluoroprop-2-yl)benzo[b]thiophene-2-carboxamide